Dichloro[1,1'-bis(di-tertbutylphosphino)ferrocene] palladium(II) [Pd+2].ClC1=C([C-](C=C1)P(C(C)(C)C)C(C)(C)C)Cl.[C-]1(C=CC=C1)P(C(C)(C)C)C(C)(C)C.[Fe+2]